(14S)-8-tert-butyl-17-[5-(hydroxymethyl)pyridin-2-yl]-12,12-dimethyl-2λ6-thia-3,9,11,18,23-pentaazatetracyclo[17.3.1.111,14.05,10]tetracosa-1(23),5(10),6,8,19,21-hexaene-2,2,4-trione C(C)(C)(C)C=1C=CC=2C(NS(C=3C=CC=C(NC(CC[C@H]4CC(N(C2N1)C4)(C)C)C4=NC=C(C=C4)CO)N3)(=O)=O)=O